n-pentenoic acid C(C=CCC)(=O)O